(E)-3-(4-((3-(6-((Hydroxyimino)methyl)-5-methyl-4-oxo-7-propyl-4,5-dihydro-3H-pyrrolo[3,2-d]pyrimidin-2-yl)-4-propoxyphenyl)sulfonyl)piperazin-1-yl)propylnitrat O\N=C\C1=C(C=2N=C(NC(C2N1C)=O)C=1C=C(C=CC1OCCC)S(=O)(=O)N1CCN(CC1)CCCO[N+](=O)[O-])CCC